ClC=1C=CC(=CC1)OCC(F)(F)F 5-chloro-2-(2,2,2-trifluoroethoxy)benzene